N-(1-(2-Chloro-6-fluoropyridin-3-yl)pent-4-en-1-yl)-2-methylpropane-2-sulfinamide ClC1=NC(=CC=C1C(CCC=C)NS(=O)C(C)(C)C)F